chromium 3,5-dimethylbenzoate CC=1C=C(C(=O)[O-])C=C(C1)C.[Cr+3].CC=1C=C(C(=O)[O-])C=C(C1)C.CC=1C=C(C(=O)[O-])C=C(C1)C